(2-chloroethyl)(methyl)amine hydrochloride Cl.ClCCNC